BrC=1C=C(C=CC1)C1(CC(C1)(F)F)C#N (3-bromophenyl)-3,3-difluorocyclobutane-1-carbonitrile